methyltrioctyl-ammonium hydroxide [OH-].C[N+](CCCCCCCC)(CCCCCCCC)CCCCCCCC